3-(difluoromethyl)-N-[(3S)-7-fluoro-1,1,3-trimethyl-dihydro-1H-inden-4-yl]-1-methyl-1H-pyrazole-4-carboxamide FC(C1=NN(C=C1C(=O)NC1=C2[C@H](CC(C2=C(C=C1)F)(C)C)C)C)F